2-hydroxy-7,7-dimethyl-5,8-dihydropyrano[4,3-b]pyridine-3-carbonitrile OC1=C(C=C2C(=N1)CC(OC2)(C)C)C#N